C1=C(C=CC=2OC3=C(C21)C=CC=C3)N(C3=CC(=C(C=C3)C3=C(C=C(C=C3)N(C3=CC=2C(C1=CC=CC=C1C2C=C3)(C)C)C3=CC2=C(OC1=C2C=CC=C1)C=C3)C)C)C3=CC=1C(C2=CC=CC=C2C1C=C3)(C)C N4,N4'-bis(dibenzo[b,d]furan-2-yl)-N4,N4'-bis(9,9-dimethyl-9H-fluoren-2-yl)-2,2'-dimethyl-[1,1'-biphenyl]-4,4'-diamine